NC=1C=2N(C3=CC(=C(C=C3N1)F)C(=O)N([C@@H]1CCOC3=CC(=CC=C13)C1=CC(=NO1)C)C)C=NC2 (R)-4-amino-7-fluoro-N-methyl-N-(7-(3-methylisoxazol-5-yl)chroman-4-yl)imidazo[1,5-a]quinoxaline-8-carboxamide